(5-(5-(2,3-dimethylphenyl)-6-methoxy-1-((2-(trimethylsilyl)ethoxy)methyl)-1H-pyrazolo[4,3-b]pyridin-3-yl)pyridin-2-yl)cyclohexane-1-carboxylic acid CC1=C(C=CC=C1C)C1=C(C=C2C(=N1)C(=NN2COCC[Si](C)(C)C)C=2C=CC(=NC2)C2(CCCCC2)C(=O)O)OC